C1(=C(C=CC=C1)C1=C(C(=C(C(=C1C1=CC=CC=C1)C1=CC=CC=C1)C1=CC=CC=C1)C(=O)O)C(=O)O)C1=C(C(=C(C(=C1C1=CC=CC=C1)C1=CC=CC=C1)C1=CC=CC=C1)C(=O)O)C(=O)O o-phenylene-bis(triphenylbenzenedioic acid)